(3-(difluoromethoxy)phenyl)boronic acid FC(OC=1C=C(C=CC1)B(O)O)F